ClC=1C=C2CC(CC2=CC1C1=CC=C(C=C1)CN1CCC(CC1)N1CCNCC1)(C(=O)NCC1=NC(=NN1)C(C(F)(F)F)(C)C)C#N 5-chloro-2-cyano-6-(4-((4-(piperazin-1-yl)piperidin-1-yl)methyl)phenyl)-N-((3-(1,1,1-trifluoro-2-methylpropan-2-yl)-1H-1,2,4-triazol-5-yl)methyl)-2,3-dihydro-1H-indene-2-carboxamide